methyl-glycine di-acetate C(C)(=O)O.C(C)(=O)O.CNCC(=O)O